NC(C=O)CC1=C(C=CC=C1)Cl 2-amino-3-(2-chlorophenyl)propan-1-one